(3R,4R)-3-methoxy-4-((1-methyl-3-(3-methyl-2,6-dioxopiperidin-3-yl)-1H-indazol-6-yl)amino)piperidine-1-carboxylic acid tert-butyl ester C(C)(C)(C)OC(=O)N1C[C@H]([C@@H](CC1)NC1=CC=C2C(=NN(C2=C1)C)C1(C(NC(CC1)=O)=O)C)OC